[3,5-bis(trifluoromethyl)phenyl] borate B(OC1=CC(=CC(=C1)C(F)(F)F)C(F)(F)F)([O-])[O-]